O=C1CSC2=C(CN1)C=CC(=C2)C(=O)O 3-oxo-4,5-dihydro-1,4-benzothiazepine-8-carboxylic acid